BrC=1N=C(C=2N(C1C)C=CN2)N2[C@H](CC2)C(F)(F)F 6-bromo-5-methyl-8-[(2R)-2-(trifluoromethyl)azetidin-1-yl]imidazo[1,2-a]pyrazine